5-fluoro-2-iodo-1-methyl-3-nitro-benzene FC=1C=C(C(=C(C1)C)I)[N+](=O)[O-]